C(CC)C1NCCCC2=C1C1=C(O2)C=CC(=C1)O 1-propyl-2,3,4,5-tetrahydro-1H-benzofuro[3,2-c]azepin-9-ol